2-hydroxy-N-((5-(2-((2-methyl-6-(trifluoromethoxy)quinazolin-4-yl)thio)acetyl)thiophen-2-yl)methyl)acetamide OCC(=O)NCC=1SC(=CC1)C(CSC1=NC(=NC2=CC=C(C=C12)OC(F)(F)F)C)=O